O[C@]1(C[C@@H]2[C@@]([C@H]3CC[C@]4([C@H]([C@@H]3CC2)CCCC[C@H]4C(CN4N=CC(=C4)C#N)=O)C)(CCC1)C)C 1-(2-((1R,5aS,5bR,7aR,9R,12aS,12bS,14aS)-9-hydroxy-9,12a,14a-trimethylicosahydrodicyclohepta[a,f]naphthalen-1-yl)-2-oxoethyl)-1H-pyrazole-4-carbonitrile